4-(cyclohex-3-en-1-yloxy)-2,2-difluoro-7-(trifluoromethylsulfanyl)-2,3-dihydro-1H-inden-1-ol C1(CC=CCC1)OC1=C2CC(C(C2=C(C=C1)SC(F)(F)F)O)(F)F